10-(phenyl-d5)-9-Anthraceneboronic acid C1(=C(C(=C(C(=C1[2H])[2H])[2H])[2H])[2H])C1=C2C=CC=CC2=C(C2=CC=CC=C12)B(O)O